6-[2-[[[2-(methylsulfonyl)ethyl]amino]methyl]-4-thiazolyl]-4-quinazolinamine dihydrochloride Cl.Cl.CS(=O)(=O)CCNCC=1SC=C(N1)C=1C=C2C(=NC=NC2=CC1)N